rac-N,N-dibenzyl-1-(4-methyl-7,10-dioxadispiro[2.2.46.23]dodecane-4-yl)methylamine C(C1=CC=CC=C1)N(CC1=CC=CC=C1)C[C@]1(C2(CC2)CCC2(C1)OCCO2)C |r|